C[Si](C)(C)C#CC1(CC2(C1)CCC2)O 2-((trimethylsilyl)ethynyl)spiro[3.3]heptan-2-ol